[C@@H]12OC[C@@H](N(C1)C1=NC3=C(C=C(C=C3C(N1C)=O)C)[C@@H](C)NC=1C(=NC(=CC1)Cl)C(=O)NS(=O)(=O)C)C2 3-(((R)-1-(2-((1S,4S)-2-oxa-5-azabicyclo[2.2.1]heptan-5-yl)-3,6-dimethyl-4-oxo-3,4-dihydroquinazolin-8-yl)ethyl)amino)-6-chloro-N-(methylsulfonyl)picolinamide